tert-Butyl-(2S)-2-[4-bromo-2-(5-cyclopropyl-4-butoxy-4,5-dihydroisoxazol-3-yl)phenoxy]propanoat C(C)(C)(C)OC([C@H](C)OC1=C(C=C(C=C1)Br)C1=NOC(C1OCCCC)C1CC1)=O